CC1(CCOCC1)COC1=C(C=C(C=C1)S(=O)(=O)NC(C1=C(C=CC=C1)OC=1C=C2C(=NC1)NC=C2)=O)[N+](=O)[O-] N-({4-[(4-methyltetrahydro-2H-pyran-4-yl)methoxy]-3-nitrophenyl}sulfonyl)-2-(1H-pyrrolo[2,3-b]pyridin-5-yloxy)benzamide